ClC=1C=C(C=CC1)C=1N(N=C2[C@H](N(CCC21)C(=O)C=2C=C1C(=NC2)C=CO1)C)C (R)-(3-(3-chlorophenyl)-2,7-dimethyl-2,4,5,7-tetrahydro-6H-pyrazolo[3,4-c]pyridin-6-yl)(furo[3,2-b]pyridin-6-yl)methanone